N-((S)-1-(4-((2-chloro-7-((S)-1-methoxyethyl)-[1,2,4]triazolo[1,5-a]pyrimidin-6-yl)amino)phenyl)-2,2,2-trifluoroethyl)-N-methyltetrahydro-2H-thiopyran-4-carboxamide 1,1-dioxide ClC1=NN2C(N=CC(=C2[C@H](C)OC)NC2=CC=C(C=C2)[C@@H](C(F)(F)F)N(C(=O)C2CCS(CC2)(=O)=O)C)=N1